CC(C(=O)[O-])(C)C trimethylacetic acid anion